OC[C@H]1N(C[C@@H](C1)OC([2H])([2H])[2H])C(=O)OC(C)(C)C tert-butyl (2S,4R)-2-(hydroxymethyl)-4-(trideuteriomethoxy)pyrrolidine-1-carboxylate